sodium 2,4,6-trimethylbenzenesulphinate CC1=C(C(=CC(=C1)C)C)S(=O)[O-].[Na+]